(Rac)-1-methyl-4-[4-(5-methyl-1,3-benzoxazol-2-yl)piperidin-1-yl]-2-oxo-7-[oxolan-3-yloxy]-1,2-dihydroquinoline-3,6-dinitrile CN1C(C(=C(C2=CC(=C(C=C12)O[C@H]1COCC1)C#N)N1CCC(CC1)C=1OC2=C(N1)C=C(C=C2)C)C#N)=O |r|